CS(=O)(=O)C1=CC(=C(C=C1)NCC#CC=1N(C=2C=CC=C(C2C1)NC1CCOCC1)CC(F)(F)F)OC(F)(F)F 2-(3-{[4-methanesulfonyl-2-(trifluoromethoxy)phenyl]amino}prop-1-yn-1-yl)-N-(oxan-4-yl)-1-(2,2,2-trifluoroethyl)-1H-indol-4-amine